BrC1=C(C=C(C=C1)C(C(=O)OC)COC)F methyl 2-(4-bromo-3-fluorophenyl)-3-methoxypropionate